3-fluoro-6-(4-fluorophenyl)-5-(4-methyl-quinazolin-6-yl)pyridin-2-amine FC=1C(=NC(=C(C1)C=1C=C2C(=NC=NC2=CC1)C)C1=CC=C(C=C1)F)N